(±)-[4-[3-(tert-butoxycarbonylamino)tetrahydrofuran-3-yl]phenyl]methyl methanesulfonate CS(=O)(=O)OCC1=CC=C(C=C1)[C@]1(COCC1)NC(=O)OC(C)(C)C |r|